C(C=CCC)(=O)OC methyl pentenate